CC1=C(CC(N)C)C=CC(=C1)NOC 2-methyl-4-methoxyaminoamphetamine